FC(C=1N=CC=2N(C1)C(=CN2)C2=NC=CC(=N2)N2C[C@H](CCC2)C)F (S)-6-(difluoromethyl)-3-(4-(3-methylpiperidin-1-yl)pyrimidin-2-yl)imidazo[1,2-a]pyrazine